ethane-1-amine formate C(=O)O.C(C)N